8-benzoyl-2-(2,5-difluorobenzyl)-2,8-diazaspiro[4.5]decan-1-one C(C1=CC=CC=C1)(=O)N1CCC2(CCN(C2=O)CC2=C(C=CC(=C2)F)F)CC1